amino-2,3-dimethylpyrazolo[1,5-a]pyrimidine-6-carbonitrile NC1=NC=2N(C=C1C#N)N=C(C2C)C